2-(((S)-1-methylpyrrolidin-2-yl)methoxy)-7-(2-(trifluoromethyl)phenyl)pyrido[2,3-d]pyrimidine CN1[C@@H](CCC1)COC=1N=CC2=C(N1)N=C(C=C2)C2=C(C=CC=C2)C(F)(F)F